FC=1C(=C(C2=C(CN3[C@@H](CO2)CN(CC3)C(C=C)=O)C1)F)C1=C(C=CC=C1CO)F 1-[(12aR)-8,10-Difluoro-9-[2-fluoro-6-(hydroxymethyl)phenyl]-3,4,12,12a-tetrahydro-6H-pyrazino[2,1-c][1,4]benzoxazepin-2(1H)-yl]prop-2-en-1-one